C1(CC1)OC1=C(C=CC(=C1)F)C(=O)N1CC2(C1)CC(C2)N2N=C(C(=C2)C)C2=C(C=C(C=C2)F)C (2-cyclopropoxy-4-fluorophenyl){6-[3-(5-fluoro-2-tolyl)-4-methyl-1-pyrazolyl]-2-aza-2-spiro[3.3]heptyl}methanone